N-(2,3-bis(isobutyryl-oxy)-5-chlorobenzylidene)-2,4-dichloro-benzenamine C(C(C)C)(=O)OC1=C(C=NC2=C(C=C(C=C2)Cl)Cl)C=C(C=C1OC(C(C)C)=O)Cl